OC[C@H]1N(CCCC1)C(=O)C1=C(C=CC=C1)CCC#N 3-[2-[(2S)-2-(hydroxymethyl)piperidine-1-carbonyl]phenyl]propanenitrile